ClC1=CC=2OCC3N(C2N=C1)CCNC3 3-chloro-6a,7,9,10-tetrahydropyrazino[1,2-d]pyrido[3,2-b][1,4]oxazin